N-(3-amino-3-methylbutyl)-1-(4-cyanophenyl)-5-(1-methylindazol-5-yl)pyrazole-3-carboxamide NC(CCNC(=O)C1=NN(C(=C1)C=1C=C2C=NN(C2=CC1)C)C1=CC=C(C=C1)C#N)(C)C